1,2-dimethylindene CC1C(=CC2=CC=CC=C12)C